NC1=NN2C(C(=CC(=C2)C=2C=NN(C2)C)OC)=C1C#N 2-amino-4-methoxy-6-(1-methyl-1H-pyrazol-4-yl)pyrazolo[1,5-a]Pyridine-3-nitrile